CN1C=2C=NC(=NC2N(CC1=O)C1CCOCC1)NC=1C=C2C=CC=NC2=CC1C 5-methyl-2-((7-methylquinolin-6-yl)amino)-8-(tetrahydro-2H-pyran-4-yl)-7,8-dihydropteridine-6(5H)-on